N1-(4-(8-Bromo-6-(trifluoromethyl)imidazo[1,2-a]pyridin-3-yl)-5-chloropyrimidin-2-yl)cyclohexane-1,4-diamine BrC=1C=2N(C=C(C1)C(F)(F)F)C(=CN2)C2=NC(=NC=C2Cl)NC2CCC(CC2)N